1-(2-(4-(5-methylpyridin-3-yl)-1H-imidazol-2-yl)piperidin-1-yl)-2-(methylthio)propan-1-one CC=1C=C(C=NC1)C=1N=C(NC1)C1N(CCCC1)C(C(C)SC)=O